(S)-5-phenoxymethyl-2-oxazolidone O(C1=CC=CC=C1)C[C@H]1C(N=[C-]O1)=O